C(C)(C)(C)[C@@H]1C=2C=C(C(NC2C2=C(C1)N1C(=N2)C(=CC(=C1)F)OC(F)F)=O)C(=O)O (R)-5-(tert-butyl)-11-(difluoromethoxy)-9-fluoro-2-oxo-1,2,5,6-tetrahydropyrido[2',1':2,3]imidazo[4,5-h]quinoline-3-carboxylic acid